ClC1=CC=C(C(=N1)C#C[C@H]1[C@H](CCCC1)N1C(C2=CC=CC=C2C1=O)=O)O ((1S,2S)-2-((6-chloro-3-hydroxypyridin-2-yl)ethynyl)cyclohexyl)isoindoline-1,3-dione